C1(CC1)C1=C(C=C(C=C1)NC1=NC=2N(C(=C1)NC=1C=NC=CC1)N=CC2C#N)C[S@](=O)C |r| (±)-5-((4-cyclopropyl-3-((methylsulfinyl)methyl)phenyl)amino)-7-(pyridin-3-ylamino)pyrazolo[1,5-a]pyrimidine-3-carbonitrile